ClC1=NC2=C(C(=CC=C2C(=N1)N1C[C@@H](N(CC1)C(=O)OC(C)(C)C)CC#N)C1=CC=CC2=CC=C(C(=C12)C#C[Si](C(C)C)(C(C)C)C(C)C)F)F Tert-butyl (S)-4-(2-chloro-8-fluoro-7-(7-fluoro-8-((triisopropylsilyl)ethynyl)naphthalene-1-yl)quinazoline-4-yl)-2-(cyanomethyl)piperazine-1-carboxylate